3-[[4-hydroxy-1-[(3R,4R)-1-[2-(6-methoxy-3-pyridyl)thiazole-5-carbonyl]-3-phenyl-piperidine-4-carbonyl]-4-piperidinyl]methyl]-7-(4-methoxyphenyl)pyrrolo[2,3-d]pyrimidin-4-one OC1(CCN(CC1)C(=O)[C@H]1[C@@H](CN(CC1)C(=O)C1=CN=C(S1)C=1C=NC(=CC1)OC)C1=CC=CC=C1)CN1C=NC2=C(C1=O)C=CN2C2=CC=C(C=C2)OC